Cl.CN(CCCCl)C 3-(dimethylamino)propyl chloride hydrochloride